NC1=C2C(=NC=N1)N(N=C2C2=CC=C(C=C2)OC2=CC=CC=C2)C2CN(CC2)CCCCC(=O)NC2=C(C=CC=C2)N 5-(3-(4-Amino-3-(4-phenoxyphenyl)-1H-pyrazolo[3,4-d]pyrimidin-1-yl)pyrrolidin-1-yl)-N-(2-aminophenyl)pentanamide